1-(tert-butyl) 2-methyl (2S,4R)-2-(2-(chloromethyl)allyl)-4-hydroxypyrrolidine-1,2-dicarboxylate ClCC(C[C@@]1(N(C[C@@H](C1)O)C(=O)OC(C)(C)C)C(=O)OC)=C